C(C)OC1=NC=CC=C1C=1C=C(C2=C(N1)N(N=C2C(C)C)C)NCC=2C(=NC=CC2)C(F)(F)F 6-(2-ethoxy-3-pyridinyl)-3-isopropyl-1-methyl-N-[[2-(trifluoromethyl)-3-pyridinyl]methyl]pyrazolo[3,4-b]pyridin-4-amine